(1S)-7-(2-chloro-5-fluoropyrimidin-4-yl)-5-fluoro-1-(((tetrahydro-2H-pyran-2-yl)oxy)methyl)-2,3-dihydro-1H-benzo[d]pyrrolo[1,2-a]imidazole ClC1=NC=C(C(=N1)C1=CC2=C(N=C3N2[C@@H](CC3)COC3OCCCC3)C(=C1)F)F